FCC#CCSC1=NC=2N(C(N1)=O)N=C(C2C2=CC=C(C=C2)F)C 2-[(4-fluorobut-2-yn-1-yl)sulfanyl]-8-(4-fluorophenyl)-7-methyl-3H-pyrazolo[1,5-a][1,3,5]triazin-4-one